(S)-2-((4-(6-((4-chloro-2-fluorobenzyl)oxy)pyridin-2-yl)piperidin-1-yl)methyl)-4-(1-fluoroethoxy)-1-methyl-1H-benzo[d]imidazole-6-carboxylic acid ClC1=CC(=C(COC2=CC=CC(=N2)C2CCN(CC2)CC2=NC3=C(N2C)C=C(C=C3O[C@H](C)F)C(=O)O)C=C1)F